ClC=1C=2C(=CNC2C2=C(C1)CN(S(N2)(=O)=O)C[C@@H]2CN(CCC2)C(C)=O)Cl (S)-1-(3-((6,7-dichloro-2,2-dioxido-4,9-dihydro-[1,2,6]thiadiazino[4,3-g]indol-3(1H)-yl)methyl)piperidin-1-yl)ethan-1-one